3,7-Dimethyl-1,3,7-octatrien CC(C=C)=CCCC(=C)C